CC1=NC=CC=C1N1C(C2=C(C=C1)C(=CN2)C2=NC(=NC=C2C(F)(F)F)N[C@@H]2CNCCC2)=O 6-(2-methylpyridin-3-yl)-3-(2-{[(3S)-piperidin-3-yl]amino}-5-(trifluoromethyl)pyrimidin-4-yl)-1H,6H,7H-pyrrolo[2,3-c]pyridin-7-one